C1(CC1)C=1N=C(C=C2C1NN=C2C2=C(C(=O)N)C=CC(=C2)F)C (7-cyclopropyl-5-methylpyrazolo[3,4-c]pyridin-3-yl)-4-fluorobenzamide